C(C)(=O)OCCCCCCCC\C=C/CCCCCC (Z)-9-hexadecenyl acetate